3-(4-((1-(4-(trifluoromethyl)phenyl)piperidin-4-yl)amino)phenyl)oxetan-3-ol FC(C1=CC=C(C=C1)N1CCC(CC1)NC1=CC=C(C=C1)C1(COC1)O)(F)F